(3,4-difluorophenyl)-2-tetrahydropyran-4-yl-indole FC=1C=C(C=CC1F)C1=C(NC2=CC=CC=C12)C1CCOCC1